C(C)N(C(=O)[C@H]1CN([C@@H]2CC=3C4=C(C2=C1)C=CC=C4NC3)CC=C)CC (6aR,9R)-N,N-diethyl-7-prop-2-enyl-6,6a,8,9-tetrahydro-4H-indolo[4,3-fg]quinoline-9-carboxamide